N(=[N+]=[N-])CC1=C(C(=C(C(=C1C)CN=[N+]=[N-])C)CN=[N+]=[N-])Br 1,3,5-tris(azidomethyl)-2-bromo-4,6-dimethylbenzene